C(C)(C)OCCCN1C=[N+](C=C1)CCCOC(C)C 1,3-bis(3-isopropoxypropyl)imidazolium